C(CCC)S(=O)(=O)[O-].C(C)[N+](C)(CCOC)CC N,N-diethyl-N-2-methoxyethyl-N-methylammonium butanesulfonate